CC=1C=C(C=O)C(=CC1C=O)OC 3-methyl-6-methoxyterephthalaldehyde